1-((6,8-dimethyl-2-oxo-1,2-dihydroquinolin-3-yl)methyl)-1-(2-hydroxyethyl)-3-(4-(trifluoromethyl)phenyl)urea CC=1C=C2C=C(C(NC2=C(C1)C)=O)CN(C(=O)NC1=CC=C(C=C1)C(F)(F)F)CCO